C(CC1=NNC(=N1)C=1C=C(C=CC1)C)C1=NNC(=N1)C=1C=C(C=CC1)C 3,3'-ethylenebis(5-m-tolyl-1,2,4-triazole)